COC1=C(C=CC(=C1)OC)CNC1=NC=CC2=C1C(=NN2C2C=CCC(C2)C(=O)[O-])I 5-[4-[(2,4-dimethoxyphenyl)methylamino]-3-iodo-pyrazolo[4,3-c]pyridine-1-yl]cyclohex-3-ene-1-carboxylate